(6R,SR)-N-(5-chloro-2-fluoro-4-(trifluoromethyl)phenyl)-3-oxo-3,5,6,7,8,9-hexahydro-2H-6,9-epiminocyclohepta[c]pyridine-10-carbothioamide ClC=1C(=CC(=C(C1)NC(=S)N1[C@H]2CC=3C(=CNC(C3)=O)[C@@H]1CC2)F)C(F)(F)F |&1:20|